O1C(CCC2=CC=CC=C12)O chroman-2-ol